C(C)N1C(C(N(CC1)C(=O)N[C@@H](C(=O)NC1C2SCC=C(N2C1=O)C(=O)O)C1=CC=C(C=C1)O)=O)=O 7-[(R)-2-(4-ethyl-2,3-dioxo-1-piperazinecarbonylamino)-2-p-hydroxyphenyl-acetamido]-8-oxo-5-thia-1-azabicyclo[4.2.0]Oct-2-ene-2-carboxylic acid